FC=1C=C(C=CC1F)NC(C1=CC(=C(C=C1)F)C(C(=O)NC[C@@H](CO)O)(F)F)=O (S)-N-(3,4-difluorophenyl)-3-(2-((2,3-dihydroxypropyl)amino)-1,1-difluoro-2-oxoethyl)-4-fluorobenzamide